(R)-1-(1-(5-(3,3-difluoropiperidin-1-yl)pyridin-2-yl)-2-hydroxyethyl)-3-(2-ethynyl-thiazol-4-yl)urea FC1(CN(CCC1)C=1C=CC(=NC1)[C@H](CO)NC(=O)NC=1N=C(SC1)C#C)F